C(#N)C=1C=C(C=C(C1)C(NC1CC(OC2=CC=CC=C12)(C)C)=O)CN1C(NC(CC1=O)(CC)CC)=[NH2+] [1-[[3-cyano-5-[(2,2-dimethylchroman-4-yl)carbamoyl]phenyl]methyl]-4,4-diethyl-6-oxo-hexahydropyrimidin-2-ylidene]ammonium